silicon germanium carbon indium [In].[C].[Ge].[Si]